(S)-5-(4-((3-ethyl-2,4-dioxo-1,2,3,4-tetrahydroquinazolin-7-yl)methyl)-3-methylpiperazin-1-yl)-N-methylpicolinamide C(C)N1C(NC2=CC(=CC=C2C1=O)CN1[C@H](CN(CC1)C=1C=CC(=NC1)C(=O)NC)C)=O